(R)-2-((4-fluorophenyl)amino)-2-oxo-1-phenylethyl 3-amino-6-(1-(1-(3-(hexahydropyrrolo[3,4-c]pyrrol-2(1H)-yl)propyl)piperidin-4-yl)-1H-pyrazol-4-yl)pyrazine-2-carboxylate hydrochloride Cl.NC=1C(=NC(=CN1)C=1C=NN(C1)C1CCN(CC1)CCCN1CC2CNCC2C1)C(=O)O[C@@H](C(=O)NC1=CC=C(C=C1)F)C1=CC=CC=C1